methylmethallyl ether COCC(C)=C